CN1N=CC(=C1)C1=NN(C(=C1C)NC(=O)N[C@@H]1CN(C[C@H]1C1=CC(=C(C(=C1)F)F)F)CCOC)C1=CC=CC=C1 1-(1',4-dimethyl-1-phenyl-1h,1'h-[3,4'-bipyrazole]-5-yl)-3-((3s,4r)-4-(3,4,5-trifluorophenyl)-1-(2-methoxyethyl)pyrrolidin-3-yl)urea